4-(1-(cyclobutyl-1H-pyrazol-4-yl)phenoxy)-1H-1,2,3-triazole-4-carboxylic acid C1(CCC1)N1N=CC(=C1)C1(OC2(N=NNC2)C(=O)O)CC=CC=C1